C(C)C=1C(=CC(=C(C1)NC1=NC=NC(=C1)NC1=CC(=NC=C1)C1=C(C=CC=C1)F)OC)N1CCC(CC1)N1CCN(CC1)C N4-(5-ethyl-2-methoxy-4-(4-(4-methylpiperazin-1-yl)piperidin-1-yl)phenyl)-N6-(2-(2-fluorophenyl)pyridin-4-yl)pyrimidine-4,6-diamine